COC(C1=CC=C(C=C1)CBr)=O 4-(bromomethyl)benzoic acid methyl ester